3-[4-(6-chloro-2-{[5-chloro-1-(1-methylcyclopropyl)-1H-pyrazol-4-yl]amino}quinazolin-7-yl)piperazin-1-yl]propanenitrile ClC=1C=C2C=NC(=NC2=CC1N1CCN(CC1)CCC#N)NC=1C=NN(C1Cl)C1(CC1)C